O=C1NC(CCC1N1C(C2=CC=CC(=C2C1)NCCCCCC(=O)NC(C=1C=NC=CC1)C1=CC(=C2C=CC=NC2=C1O)C)=O)=O 6-((2-(2,6-dioxo-piperidin-3-yl)-1-oxoisoindolin-4-yl)-amino)-N-((8-hydroxy-5-methyl-quinolin-7-yl)(pyridin-3-yl)methyl)-hexanamide